1-Boc-3-acetoxyazetidine C(=O)(OC(C)(C)C)N1CC(C1)OC(C)=O